5-(4-chlorobenzyl)-8-isopropyl-2-(pyrimidin-4-yl)-2,5,8-triazaspiro[3.5]nonane-6,9-dione ClC1=CC=C(CN2C3(CN(C3)C3=NC=NC=C3)C(N(CC2=O)C(C)C)=O)C=C1